4-hydroxy-3-(2,2,2-trifluoroethan-1-one-1-yl)-2H-chromen OC1=C(COC2=CC=CC=C12)C(C(F)(F)F)=O